ClC=1C=C2C=CN=CC2=C(C1)C 6-chloro-8-methyl-isoquinoline